The molecule is an amino disaccharide consisting of 2-O-sulfo-alpha-L-idopyranuronic acid and 2-acetamido-D-galatopyranose residues joined by a (1->3) glycosidic bond. It is an amino disaccharide, an oligosaccharide sulfate, a carbohydrate acid derivative and a member of acetamides. It derives from a N-acetyl-D-galactosamine and a 2-O-sulfo-alpha-L-idopyranuronic acid. CC(=O)N[C@@H]1[C@H]([C@H]([C@H](OC1O)CO)O)O[C@H]2[C@@H]([C@H]([C@@H]([C@@H](O2)C(=O)O)O)O)OS(=O)(=O)O